CC1=NNC=C1C=1N=C(C2=C(N1)C=NC(=C2)CC2=NC=CC=C2)N2CCC1(CCN(C1)C)CC2 2-(3-methyl-1H-pyrazol-4-yl)-4-(2-methyl-2,8-diazaspiro[4.5]decan-8-yl)-6-(pyridin-2-ylmethyl)pyrido[3,4-d]pyrimidine